FC1([C@@H](CN(CC1)C1=C(C(=O)NC2=CC(=NC=C2)S(N)(=O)=O)C=C(C=N1)C(F)(F)F)C)F |r| (R and S)-2-(4,4-difluoro-3-methylpiperidin-1-yl)-N-(2-sulfamoylpyridin-4-yl)-5-(trifluoromethyl)nicotinamide